C(C1=CC=CC=C1)(=O)C1(CCCCC1)O 1-Benzoylcyclohexan-1-ol